N1(C=NC=C1)CCNC(=O)C=1C2=C(OC1C)C(C1=CC=CC=C1C2=O)=O (s)-N-(2-(1H-imidazol-1-yl)ethyl)-2-methyl-4,9-dioxo-4,9-dihydronaphtho[2,3-b]furan-3-carboxamide